BrCC(=O)C1=C(C=C(C=C1)OC1=CC=C(C=C1)Cl)Cl 2-bromo-1-[2-chloro-4-(4-chlorophenoxy)phenyl]ethanone